(3-chloro-4-methylphenyl)((3aS,5R,6S,6aS)-6-hydroxy-2,2-dimethyltetrahydrofuro[2,3-d][1,3]dioxol-5-yl)methanone ClC=1C=C(C=CC1C)C(=O)[C@H]1[C@H]([C@H]2[C@H](OC(O2)(C)C)O1)O